FC(C(=O)O)CCCCCCCC 2-Fluorodecanoic acid